C(C)(C)(C)OC(=O)N[C@@H](CO)[C@H](O)[C@H](O)CCCCCCCCCCCCCC N-tert-butoxycarbonyl-phytosphingosine